1-(endo-3-((4-((4-([1,2,4]Triazolo[1,5-c]pyrimidin-7-yloxy)-3-methylphenyl)amino)-7-methoxyquinazolin-6-yl)oxy)-8-azabicyclo[3.2.1]octan-8-yl)prop-2-en-1-one N=1C=NN2C=NC(=CC21)OC2=C(C=C(C=C2)NC2=NC=NC1=CC(=C(C=C21)OC2CC1CCC(C2)N1C(C=C)=O)OC)C